The molecule is a sulfoglycolipid in which alpha,alpha-trehalose, sulfated at the 2'-position, is acylated at the 2-position with (2E,4S)-2,4-dimethyldocos-2-enoic acid, and at the 3-position with palmitoic acid. It is a sulfoglycolipid and a polyacyl alpha,alpha-trehalose derivative. It derives from an alpha,alpha-trehalose. CCCCCCCCCCCCCCCCCC[C@H](C)/C=C(\\C)/C(=O)O[C@@H]1[C@H]([C@@H]([C@H](O[C@@H]1O[C@@H]2[C@@H]([C@H]([C@@H]([C@H](O2)CO)O)O)OS(=O)(=O)O)CO)O)OC(=O)CCCCCCCCCCCCCCC